ClCC=CC chloromethyl-prop-1-ene